8-imino-2-(2-isopropylphenyl)-N,N,7-trimethyl-9-(4-(1-methyl-4-(trifluoromethyl)-1H-imidazol-2-yl)benzyl)-8,9-dihydro-7H-purin-6-amine N=C1N(C2=NC(=NC(=C2N1C)N(C)C)C1=C(C=CC=C1)C(C)C)CC1=CC=C(C=C1)C=1N(C=C(N1)C(F)(F)F)C